2-methyl-5-(piperazin-1-yl)-1,3,4-oxadiazole hydrochloride Cl.CC=1OC(=NN1)N1CCNCC1